NC1=C(C=CC=C1)N=NC1=CC=CC=C1 o-aminoazobenzene